1-[4-(n-pentyl)phenyl]-1-(4'-dimethylsilanylphenyl)ethylene C(CCCC)C1=CC=C(C=C1)C(=C)C1=CC=C(C=C1)[SiH](C)C